2,6-diphenyl-4-(4-chlorophenyl)pyridine C1(=CC=CC=C1)C1=NC(=CC(=C1)C1=CC=C(C=C1)Cl)C1=CC=CC=C1